1-(2,2,2-trifluoroethyl)-1H-1,2,4-triazol-3-amine FC(CN1N=C(N=C1)N)(F)F